C1(CCCC1)C1=C(C=O)C=CC=C1 Cyclopentylbenzaldehyde